BrC1=CC=C(C=C1)N1C[C@@H]2C([C@@H]2C1)NC(OC(C)(C)C)=O tert-butyl ((1R,5S,6s)-3-(4-bromophenyl)-3-azabicyclo[3.1.0]hexan-6-yl)carbamate